1,6-bis(3-aminophenyl)hexane NC=1C=C(C=CC1)CCCCCCC1=CC(=CC=C1)N